C(C1=CC=CC=C1)OC(=O)N1CC(C1)C(C(=O)OCC)C#N 3-(1-cyano-2-ethoxy-2-oxoethyl)azetidine-1-carboxylic acid benzyl ester